BrC1=C(N=C(C=2N1N=CC2)N2CCC1(CC2)CC2=C(C=NC(=C2)CO)[C@H]1NS(=O)C(C)(C)C)C N-[(7S)-1'-(7-bromo-6-methyl-pyrazolo[1,5-a]pyrazin-4-yl)-3-(hydroxymethyl)spiro[5,7-dihydrocyclopenta[c]pyridin-6,4'-piperidin]-7-yl]-2-methyl-propane-2-sulfinamide